(3S)-1-(3-chloro-5-(trifluoromethyl)phenyl)-N-((1R,2R,4S)-7-cyano-7-azabicyclo[2.2.1]heptan-2-yl)-3-pyrrolidinecarboxamide ClC=1C=C(C=C(C1)C(F)(F)F)N1C[C@H](CC1)C(=O)N[C@H]1[C@H]2CC[C@@H](C1)N2C#N